COC1=CC=C(C=C1)C1=CN=CN1C=1C=C2CCC(NC2=CC1)=O 6-(5-(4-methoxyphenyl)-1H-imidazol-1-yl)-3,4-dihydroquinolin-2(1H)-one